4-acetyl-2-methoxyphenyl (2-methyl-6-nitrophenyl) (R)-phenylphosphonate C1(=CC=CC=C1)[P@](OC1=C(C=C(C=C1)C(C)=O)OC)(OC1=C(C=CC=C1[N+](=O)[O-])C)=O